N=1C=CN2C1C=CC(=C2)NC(C2=C(C(=CC=C2)C(F)(F)F)Cl)=O N-imidazo[1,2-a]pyridin-6-yl-2-chloro-3-trifluoromethyl-benzamide